CC1=CC=C(C=C1)S(=O)(=O)N[C@H](C(=O)NC1=C(C=CC=C1)N1CCOCC1)CCC(=O)NC1=CC=C(C=C1)[N+](=O)[O-] (S)-2-(4-Methylphenylsulfonamido)-N1-(morpholinophenyl)-N5-(4-nitrophenyl)pentanediamide